2-({[2-methoxy-6-(pyridin-3-yl)naphthalen-1-yl]amino}methyl)prop-2-enenitrile COC1=C(C2=CC=C(C=C2C=C1)C=1C=NC=CC1)NCC(C#N)=C